ClC=1C=C2C(=CC=NC2=CC1OC)N1CCC(CC1)CC[SH2](=O)C=N (S)-{2-[1-(6-chloro-7-methoxyquinolin-4-yl)piperidin-4-yl]ethyl}(imino)methyl-λ6-sulfanone